C1(CC1)\C=C\1/[C@@H]2[C@H]([C@H]([C@H]1CC2)C(NC2=CC(=C(C=C2)F)C(F)(F)F)=O)NC(=O)C=2C=C(COC=1C=C(C(=O)O)C=CC1)C=CC2OC 3-((3-(((1R,2R,3S,4R,Z)-7-(cyclopropylmethylene)-3-((4-fluoro-3-(trifluoromethyl)phenyl)carbamoyl)bicyclo[2.2.1]heptan-2-yl)carbamoyl)-4-methoxybenzyl)oxy)benzoic acid